5-[4-[3-(2-chlorophenyl)propenoylamino]phenyl]-1H-naphtho[1,2-b][1,4]diazepine ClC1=C(C=CC=C1)C=CC(=O)NC1=CC=C(C=C1)N1C2=C(NCC=C1)C1=CC=CC=C1C=C2